2-isocyano-N-methyl-N-phenyl-4-trifluoromethylaniline [N+](#[C-])C1=C(N(C2=CC=CC=C2)C)C=CC(=C1)C(F)(F)F